C(C=CC)(=O)OCO hydroxymethyl butenoate